(3R,4R)-N-[5-(difluoromethyl)-7-(2-methylpropyl)imidazo[4,3-f][1,2,4]triazin-2-yl]-3-fluoro-1-methanesulfonylpiperidin-4-amine FC(C=1N=C(N2N=C(N=CC21)N[C@H]2[C@@H](CN(CC2)S(=O)(=O)C)F)CC(C)C)F